4-ethyl-1,2-pentanediol C(C)C(CC(CO)O)C